(R)-2,2-difluoro-2-(2-fluoro-3-(1-((6-(3-(methoxymethyl)azetidin-1-yl)-2-methyl-8,9-dihydro-7H-cyclopenta[h]quinazolin-4-yl)amino)ethyl)phenyl)ethan-1-ol FC(CO)(C1=C(C(=CC=C1)[C@@H](C)NC1=NC(=NC2=C3C(=C(C=C12)N1CC(C1)COC)CCC3)C)F)F